3-{[2-(4-chlorophenyl)imidazo[1,2-a]pyridin-3-yl]methyl}-N,N-diisopropyl-3,8-diazabicyclo[3.2.1]octane-8-carboxamide ClC1=CC=C(C=C1)C=1N=C2N(C=CC=C2)C1CN1CC2CCC(C1)N2C(=O)N(C(C)C)C(C)C